2-chloro-2-[2-(2,4-dichlorophenyl)hydrazino]acetic acid ethyl ester C(C)OC(C(NNC1=C(C=C(C=C1)Cl)Cl)Cl)=O